(2-bromo-4-chloro-1,3-thiazol-5-yl)[(3R)-3-methyl[1,4'-bipiperidine]-1'-yl]methanone BrC=1SC(=C(N1)Cl)C(=O)N1CCC(CC1)N1C[C@@H](CCC1)C